3-fluoro-6-methoxy-4-(1-(oxetan-3-yl)-1H-benzo[d]imidazol-2-yl)benzene-1,2-diol FC1=C(C(=C(C=C1C1=NC2=C(N1C1COC1)C=CC=C2)OC)O)O